S1C(NCC1)C1=CC=C(C=C1)O 4-(thiazolidine-2-yl)phenol